COCCOC1=CC=C(C=C1)N1CCN(CC1)CC1CN(CCC1)C1=NC=2N(C(=N1)N)N=C(N2)C=2OC(=CC2)C 5-(3-((4-(4-(2-methoxyethoxy)phenyl)piperazin-1-yl)methyl)piperidin-1-yl)-2-(5-methylfuran-2-yl)-[1,2,4]triazolo[1,5-a][1,3,5]triazine-7-amine